(S)-10-((5-Chloro-2-((3S,5R)-3,5-difluoropiperidin-1-yl)pyrimidin-4-yl)amino)-2-cyclopropyl-3,3-difluoro-7-methyl-1,2,3,4-tetrahydro-[1,4]oxazepino[2,3-c]chinolin-6(7H)-on ClC=1C(=NC(=NC1)N1C[C@H](C[C@H](C1)F)F)NC1=CC=2C3=C(C(N(C2C=C1)C)=O)OCC([C@@H](N3)C3CC3)(F)F